C1(CCCC1)N1N=CC(=C1)C1=CN=C(C2=CC(=C(C=C12)C(=O)N)OC(C)C)OC[C@H]1NC(C(C1)(F)F)=O (S)-4-(1-cyclopentyl-1H-pyrazol-4-yl)-1-((4,4-difluoro-5-oxopyrrolidin-2-yl)methoxy)-7-isopropoxyisoquinoline-6-carboxamide